FC1=CC=C(C=C1)C1=C(CCC(C1)(C)C)CN1CC2C(C1)CN(C2)CC=2C=C1CN(C(C1=CC2)=O)C2C(NC(CC2)=O)=O 3-(5-((5-((4'-fluoro-5,5-dimethyl-3,4,5,6-tetrahydro-[1,1'-biphenyl]-2-yl)methyl)hexahydropyrrolo[3,4-c]pyrrol-2(1H)-yl)methyl)-1-oxoisoindolin-2-yl)piperidine-2,6-dione